(R)-N-(2,6-dioxopiperidin-3-yl)-3,4-dihydroquinoline O=C1NC(CC[C@H]1N1CCCC2=CC=CC=C12)=O